benzo[4,5]thieno[2,3-b]pyridin-4-ol N1=C2C(=C(C=C1)O)C1=C(S2)C=CC=C1